CNC[C@@H]1OC[C@H](C2=CC=CC=C12)C N-methyl-1-((1r,4s)-4-methylisochroman-1-yl)methylamine